C(C(O)C)(=O)C(C(=O)OC(CCCCC)=O)(O)C caproyl lactyllactate